N1(CCOCC1)C1=NN2C(C=CC=C2)=C1N 2-(morpholin-4-yl)pyrazolo[1,5-a]pyridin-3-ylamine